C1CCC2=CC(=CC=C12)CC1=NC=CC(=N1)NC1=C2CN(C(C2=CC(=C1)O)=O)C1C(NC(CC1)=O)=O 3-(4-((2-((2,3-dihydro-1H-inden-5-yl)methyl)pyrimidin-4-yl)amino)-6-hydroxy-1-oxoisoindolin-2-yl)piperidine-2,6-dione